4-(2-cyclopropyl-6-(5-fluoro-6-((((1-hydroxycyclobutyl)methyl)amino)methyl)-1-oxoisoindolin-2-yl)pyridin-4-yl)-3-(4-methyl-4H-1,2,4-triazol-3-yl)benzonitrile C1(CC1)C1=NC(=CC(=C1)C1=C(C=C(C#N)C=C1)C1=NN=CN1C)N1C(C2=CC(=C(C=C2C1)F)CNCC1(CCC1)O)=O